5-fluoro-N1-(2-fluoro-3-methylphenyl)-N1,2-dimethylbenzene-1,3-diamine FC=1C=C(C(=C(C1)N(C)C1=C(C(=CC=C1)C)F)C)N